C1(=CC=CC2=CC=CC=C12)C1(OC(=C(C1=O)O[Si](C)(C)C)N)C 2-(1-naphthyl)-2-methyl-4-trimethylsiloxy-5-amino-3(2H)-furanone